2-(5-chloro-2-hydroxy-3-(4-methylbenzoyloxy)benzylideneamino)-3-(4-hydroxyphenyl)propanoic acid ClC=1C=C(C(=C(C=NC(C(=O)O)CC2=CC=C(C=C2)O)C1)O)OC(C1=CC=C(C=C1)C)=O